N,N,4-Trimethyl-5-(2-((5-(piperazin-1-yl)pyridin-2-yl)amino)pyrimidin-4-yl)thiazol-2-amine CN(C=1SC(=C(N1)C)C1=NC(=NC=C1)NC1=NC=C(C=C1)N1CCNCC1)C